1,2-ethylenebis(stearamide) C(CCCCCCCCCCCCCCCCCCC(=O)N)CCCCCCCCCCCCCCCCCC(=O)N